C(C1=CC=CC=C1)OC(=O)N[C@@H](C(=O)O)[C@H](C(=O)NCCCC(=O)OC(C)(C)C)NC(=O)OCC1=CC=CC=C1 (2R,3R)-2,3-bis(((benzyloxy)carbonyl)amino)-4-((4-(tert-butoxy)-4-oxobutyl)amino)-4-oxobutanoic acid